Beta-Ocimen C=CC(C)=CCC=C(C)C